3-((2,6-dichlorophenyl)amino)-4-((3-fluoro-4-(5-(trifluoromethyl)-1,2,4-oxadiazol-3-yl)benzyl)amino)cyclobut-3-ene-1,2-dione ClC1=C(C(=CC=C1)Cl)NC=1C(C(C1NCC1=CC(=C(C=C1)C1=NOC(=N1)C(F)(F)F)F)=O)=O